4-fluoro-1,2-benzenediol sodium salt [Na].FC=1C=C(C(=CC1)O)O